(R)-Ethyl 2-(7-(4-chloro-3-(trifluoromethyl) benzoyl)-2-(isopropylamino)-6-methyl-4-oxo-5,6,7,8-tetrahydropyrido[3,4-d]pyrimidin-3(4H)-yl)-1-methyl-1H-imidazole-5-carboxylate ClC1=C(C=C(C(=O)N2CC=3N=C(N(C(C3C[C@H]2C)=O)C=2N(C(=CN2)C(=O)OCC)C)NC(C)C)C=C1)C(F)(F)F